[4-(6-chloro-5-fluoro-indolin-1-yl)quinazolin-6-yl]-3H-isobenzofuran-1-one ClC1=C(C=C2CCN(C2=C1)C1=NC=NC2=CC=C(C=C12)C1OC(C2=CC=CC=C12)=O)F